C(C1=CC=CC=C1)OC(=O)NC1CC2(C1)CCN(CC2)CC2(CCN(CC2)C(=O)OC(C)(C)C)O tert-butyl 4-((2-(((benzyloxy) carbonyl) amino)-7-azaspiro[3.5]non-7-yl) methyl)-4-hydroxypiperidine-1-carboxylate